COC(C1=C(N=C(C=C1)NCCCCCCCN=[N+]=[N-])CN1C(N(C=2N=C(N(C2C1=O)CC#CC)N1CC(CCC1)NC(=O)OC(C)(C)C)C)=O)=O 6-((7-azidoheptyl)amino)-2-((7-(but-2-yn-1-yl)-8-(3-((tert-butoxycarbonyl)amino)-piperidin-1-yl)-3-methyl-2,6-dioxo-2,3,6,7-tetrahydro-1H-purin-1-yl)methyl)nicotinic acid methyl ester